C(CCCCCCCCC=CCCCCCCC)(=O)OC 10-Octadecenoic acid, methyl ester